(±)-4-Benzyl-N-(1-methyl-2-oxo-8-(7-oxa-2-azaspiro[3.5]nonan-2-yl)-2,3,4,5-tetrahydro-1H-benzo[b]azepin-3-yl)-1H-pyrazole-1-carboxamide C(C1=CC=CC=C1)C=1C=NN(C1)C(=O)N[C@@H]1CCC2=C(N(C1=O)C)C=C(C=C2)N2CC1(C2)CCOCC1 |r|